O(C#N)C1=CC=C(C=C1)C(C=C1C=CC(C=C1)=CC(C1=CC=C(C=C1)OC#N)C)C 1,4-bis(1-(4-cyanatophenyl)-1-methylethylidene)benzene